N-[(2-amino-3-chloroquinolin-7-yl)methyl]-N-(2-methanesulfonylpyridin-3-yl)-2H,3H,4H-pyrano[2,3-b]pyridine-6-carboxamide NC1=NC2=CC(=CC=C2C=C1Cl)CN(C(=O)C=1C=C2C(=NC1)OCCC2)C=2C(=NC=CC2)S(=O)(=O)C